2,5-difluorophenyl-1H-pyrrolo[2,3-b]pyridine-3-sulfonamide FC1=C(C=C(C=C1)F)N1C=C(C=2C1=NC=CC2)S(=O)(=O)N